4,5-dimethyl-N-(2-propenyl)-2-(trimethylsilyl)-3-thiophenecarboxamide CC=1C(=C(SC1C)[Si](C)(C)C)C(=O)NCC=C